C(C)(=O)ON[C@@H](C(C)(C)N=O)C(=S)O N-(acetyloxy)-3-nitrosothiovaline